O=C1NC(CCC1N1C(C2=CC=C(C=C2C1)NC(=O)N1CCC2=C(C=CC=C12)C1COC1)=O)=O N-(2-(2,6-dioxopiperidin-3-yl)-1-oxoisoindolin-5-yl)-4-(oxetan-3-yl)indoline-1-carboxamide